COC=1C=C(C=CC1OC)/C=C/C(=O)N(C1CSCC1)C1=CC=CC=C1 (E)-3-(3,4-dimethoxy-phenyl)-N-phenyl-N-tetra-hydrothiophen-3-yl-prop-2-enamide